NN1C(=C(C(=C1)I)C)C(=O)OCC ethyl 1-amino-4-iodo-3-methyl-1H-pyrrole-2-carboxylate